6-bromo-5-fluoro-2H-benzo[b][1,4]oxazin-3(4H)-one BrC1=C(C2=C(OCC(N2)=O)C=C1)F